Cl.CNC1CN(CCC1C)CC1=CC=CC=C1 N,4-dimethyl-1-(phenylmethyl)-3-piperidinamine hydrochloride